N1C[C@@H](CC1)CC(C)NC=1C=C(C=CC1C(F)(F)F)C1=NNC(O1)=O 5-[3-({1-[(3S)-pyrrolidin-3-yl]propan-2-yl}amino)-4-(trifluoromethyl)phenyl]-1,3,4-oxadiazol-2(3H)-one